5-(trifluoromethyl)-2-pyridineboronic acid FC(C=1C=CC(=NC1)B(O)O)(F)F